COC1=C(C(=O)NC=2OC(=NN2)C=2SC=CC2)C=CC(=C1)OCC1=NN=NN1CC=1OC(OC1C)=O 2-methoxy-4-((1-((5-methyl-2-oxo-1,3-dioxol-4-yl)methyl)-1H-tetrazol-5-yl)methoxy)-N-(5-(thiophen-2-yl)-1,3,4-oxadiazol-2-yl)benzamide